6-fluoro-1-methyl-1H-benzo[d]Imidazole-5-carboxylic acid methyl ester COC(=O)C1=CC2=C(N(C=N2)C)C=C1F